(Z)-N-(3-(2-methoxy-4-propiolamido-5-((2-(trimethylsilyl)ethoxy)carbonyl)phenoxy)propyl)benzimidic acid COC1=C(OCCC\N=C(\C2=CC=CC=C2)/O)C=C(C(=C1)NC(C#C)=O)C(=O)OCC[Si](C)(C)C